6-[(E)-but-2-enyl]-4-[6-chloro-5-(morpholine-4-carbonyl)-2-pyridinyl]-2-methyl-1H-pyrrolo[2,3-c]pyridin-7-one C(\C=C\C)N1C(C2=C(C(=C1)C1=NC(=C(C=C1)C(=O)N1CCOCC1)Cl)C=C(N2)C)=O